N-(1-(4,4-difluoropiperidin-1-yl)-8-oxo-5,6,7,8-tetrahydro-2,7-naphthyridin-3-yl)-4-(2-hydroxyethylsulfonamido)-2-(6-azaspiro[2.5]octan-6-yl)benzamide FC1(CCN(CC1)C1=NC(=CC=2CCNC(C12)=O)NC(C1=C(C=C(C=C1)NS(=O)(=O)CCO)N1CCC2(CC2)CC1)=O)F